C(C)(C)(C)OC(=O)N1CC2=C(C=CC(=C2CC1)F)O[C@@H]1[C@H]([C@H]([C@@H](C1)N1C=C(C2=C1N=CN=C2N)C)O)O 8-(((1S,2S,3S,4R)-4-(4-amino-5-methyl-7H-pyrrolo[2,3-d]pyrimidin-7-yl)-2,3-dihydroxycyclopentyl)oxy)-5-fluoro-3,4-dihydroisoquinoline-2(1H)-carboxylic acid tert-butyl ester